OC(C)(C)C1CC(C(CC1)(O)C)[Se]C1=CC=CC=C1 4-(2-hydroxypropan-2-yl)-1-methyl-2-(phenylselanyl)cyclohexan-1-ol